CC1=C(C2=C(CC[C@@](O2)(C)CC/C=C(/C)\CC/C=C(\C)/CC/C=C(/C)\CO)C(=C1O)C)C 13'-Hydroxy-alpha-tocotrienol